(S)-6-chlorochroman-4-amine HCl Cl.ClC=1C=C2[C@H](CCOC2=CC1)N